OLEOYL-GLYCEROL CCCCCCCC/C=C\CCCCCCCC(=O)OCC(CO)O